tert-butyl 3-(cyanomethyl)-3-[4-(5-cyano-1-{[2-(trimethylsilyl)ethoxy]methyl}-1H-pyrrolo[2,3-b]pyridin-4-yl)-1H-pyrazol-1-yl]azetidine-1-carboxylate C(#N)CC1(CN(C1)C(=O)OC(C)(C)C)N1N=CC(=C1)C1=C2C(=NC=C1C#N)N(C=C2)COCC[Si](C)(C)C